C(C)(C)(C)OC(=O)N1CCC=2C1=CN=CC2Br 4-bromo-2,3-dihydro-1H-pyrrolo[2,3-c]pyridine-1-carboxylic acid tert-butyl ester